ClC1=C(C(=CC=C1)Cl)NC(=O)C=1C(=NC(=NC1)SC)OCC(F)(F)F N-(2,6-dichlorophenyl)-2-(methylsulfanyl)-4-(2,2,2-trifluoroethoxy)pyrimidine-5-carboxamide